2-Chloro-N-(3-((2,6-dioxopiperidin-3-yl)amino)phenyl)acetamide ClCC(=O)NC1=CC(=CC=C1)NC1C(NC(CC1)=O)=O